tert-butyl 4-(5-cyano-3-methyl-1H-pyrazol-1-yl)benzoate C(#N)C1=CC(=NN1C1=CC=C(C(=O)OC(C)(C)C)C=C1)C